CC(CCCCCC)=O (E)-2-octanal